1-(2-Methyl-4-{5-[7-(pyrrolidin-1-yl)-6,7,8,9-tetrahydro-5H-benzo[7]annulen-2-yl]-1H-pyrazolo[3,4-b]pyridin-3-yl}benzoyl)piperazine CC1=C(C(=O)N2CCNCC2)C=CC(=C1)C1=NNC2=NC=C(C=C21)C=2C=CC1=C(CCC(CC1)N1CCCC1)C2